NC(C)(C)O 2-Amino-2-propanol